(1S)-1-fluoro-2-[(1S)-1-methyl-1,2,3,4-tetrahydroisoquinolin-5-yl]propan-2-ol hydrochloride Cl.FCC(C)(O)C1=C2CCN[C@H](C2=CC=C1)C